C(N)(=N)C=1C=C(SC1)NC(=O)C[C@H]1N(CCC1)C(CNC(C1=CC=C(C=C1)OC1=CC=CC=C1)=O)=O N-{2-[(2S)-2-{[(4-carbamimidoylthiophen-2-yl)carbamoyl]methyl}pyrrolidin-1-yl]-2-oxoethyl}-4-phenoxybenzamide